5-amino-2-methylbenzo[d]thiazole NC=1C=CC2=C(N=C(S2)C)C1